7-bromo-2-(3-(6-ethylpyridin-2-yl)-1-(tetrahydro-2H-pyran-2-yl)-1H-pyrazol-4-yl)-1,5-naphthyridine BrC1=CN=C2C=CC(=NC2=C1)C=1C(=NN(C1)C1OCCCC1)C1=NC(=CC=C1)CC